FC(C(=O)O)(F)F.N1CC(C1)N1CCC(CC1)N1CCC2(CCN(CC2)C2=NC=CC(=N2)COC2=CC=C(C=C2)C(C)(C)C=2C=C(C(=C(C#N)C2)OCCCl)Cl)CC1 5-(2-(4-((2-(9-(1-(azetidin-3-yl)piperidin-4-yl)-3,9-diazaspiro[5.5]undecan-3-yl)pyrimidin-4-yl)methoxy)phenyl)propan-2-yl)-3-chloro-2-(2-chloroethoxy)benzonitrile trifluoroacetate